NC12CN(C(C1)C2)C(=O)OC(C)(C)C Tert-butyl 4-amino-2-azabicyclo[2.1.1]hexane-2-carboxylate